BrC1=C2C(NC(NC2=C(C(=C1)Cl)F)=S)=O 5-bromo-7-chloro-8-fluoro-2-thioxo-2,3-dihydroquinazolin-4(1H)-one